C(CCCCCC)OCOCCCC(C)I 4-iodopentyl heptyloxymethyl ether